P1(=O)(OCCCCO1)[O-].C(CN)N.[Na+] sodium ethylenediamine tetramethylene phosphate